ClC1=CC=C(C=C1)C=1N(C(N(C1)CC1=NN(C(=N1)[C@H](C)O)C1=CC(=C(C=C1)Cl)F)=O)C[C@@H](C(F)(F)F)O 4-(4-chlorophenyl)-1-((1-(4-chloro-3-fluorophenyl)-5-((S)-1-hydroxyethyl)-1H-1,2,4-triazol-3-yl)methyl)-3-((S)-3,3,3-trifluoro-2-hydroxypropyl)-1,3-dihydro-2H-imidazol-2-one